2-Chloro-8-(4-(1-methyl-4-(trifluoromethyl)-1H-imidazol-2-yl)benzyl)-7,8-dihydropteridine ClC1=NC=2N(CC=NC2C=N1)CC1=CC=C(C=C1)C=1N(C=C(N1)C(F)(F)F)C